(S)-3-(1-(6-(1-amino-1,3-dihydro-spiro[indene-2,4'-piperidin]-1'-yl)-4-oxo-4,5-dihydro-1H-pyrazolo[3,4-d]pyrimidin-3-yl)vinyl)-2-chlorobenzonitrile N[C@@H]1C2=CC=CC=C2CC12CCN(CC2)C=2NC(C1=C(N2)NN=C1C(=C)C=1C(=C(C#N)C=CC1)Cl)=O